3-[3-(dibenzylamino)-1-phenyl-propyl]-5,5-dimethyl-pyrrolidin-2-one C(C1=CC=CC=C1)N(CCC(C1=CC=CC=C1)C1C(NC(C1)(C)C)=O)CC1=CC=CC=C1